L-glycine hydrochloride monohydrate O.Cl.NCC(=O)O